(R)-1-(1-(2-(methylamino)pyrimidin-4-yl)ethyl)-4-(1-(4-(trifluoromethyl)phenyl)-1H-pyrazolo[3,4-b]pyridin-3-yl)pyridin-2(1H)-one CNC1=NC=CC(=N1)[C@@H](C)N1C(C=C(C=C1)C1=NN(C2=NC=CC=C21)C2=CC=C(C=C2)C(F)(F)F)=O